2-[2-[2-Chloro-3-[2-(1,3-dihydro-1,3,3-trimethyl-2H-indol-2-ylidene)-ethylidene]-1-cyclopenten-1-yl]-ethenyl]-1,3,3-trimethyl-3H-indolium ClC1=C(CCC1=CC=C1N(C2=CC=CC=C2C1(C)C)C)C=CC1=[N+](C2=CC=CC=C2C1(C)C)C